(4-Fluorobenzyl)-N-(4-isobutoxybenzyl)-2,7-diazaspiro[3.5]nonane-2-carboxamide FC1=CC=C(CC2N(CC23CCNCC3)C(=O)NCC3=CC=C(C=C3)OCC(C)C)C=C1